(R)-3-Amino-1-(2-((6-Amino-9H-purin-9-yl)methyl)-3-((Cyclopropyl(methyl)amino)methyl)-4-fluorophenyl)-N-cyclopropylpyrrolidin-3-carboxamide N[C@]1(CN(CC1)C1=C(C(=C(C=C1)F)CN(C)C1CC1)CN1C2=NC=NC(=C2N=C1)N)C(=O)NC1CC1